3-(2,6-diphenylpyridin-4-yl)-2,4,5,6-tetrakis(9H-pyrido[2,3-b]indol-9-yl)benzonitrile C1(=CC=CC=C1)C1=NC(=CC(=C1)C=1C(=C(C#N)C(=C(C1N1C2=C(C3=CC=CC=C13)C=CC=N2)N2C1=C(C3=CC=CC=C23)C=CC=N1)N1C2=C(C3=CC=CC=C13)C=CC=N2)N2C1=C(C3=CC=CC=C23)C=CC=N1)C1=CC=CC=C1